(S)-5-chloro-N-((2-oxo-3-(4-(2-oxo-2H-pyridine-1-yl)phenyl)-1,3-oxazolidine-5-yl)methyl)thiophene-2-formamide ClC1=CC=C(S1)C(=O)NC[C@H]1CN(C(O1)=O)C1=CC=C(C=C1)N1C(C=CC=C1)=O